C[Si](OC(C)C)(C)C 2-trimethylsilyloxypropan